C(#N)C=1C=2N(C=C(C1)C=1C=C3C=CN(C(C3=C(C1)F)=O)C1CN(CC1)C(=O)OC(C)(C)C)C=C(N2)C tert-butyl 3-(6-{8-cyano-2-methylimidazo[1,2-a]pyridin-6-yl}-8-fluoro-1-oxoisoquinolin-2-yl)pyrrolidine-1-carboxylate